2-(2'-chloro-4'-((5-cyclopropyl-3-(2,6-dichlorophenyl)isoxazol-4-yl)methoxy)-[1,1'-biphenyl]-4-yl)acetic acid ClC1=C(C=CC(=C1)OCC=1C(=NOC1C1CC1)C1=C(C=CC=C1Cl)Cl)C1=CC=C(C=C1)CC(=O)O